C(C)C(CC)NC1=NC(=NC=C1C)NC=1C=CC2=C(C(OB2O)C)C1 N4-(1-ethylpropyl)-N2-(1-hydroxy-3-methyl-3H-2,1-benzoxaborole-5-yl)-5-methyl-pyrimidine-2,4-diamine